2-benzyl-N-methyl-1-(2-oxo-1,2,3,4-tetrahydroquinolin-6-yl)-1H-benzo[d]imidazole-5-carboxamide C(C1=CC=CC=C1)C1=NC2=C(N1C=1C=C3CCC(NC3=CC1)=O)C=CC(=C2)C(=O)NC